6-bromo-4-((cyclopropylmethyl)amino)-1-phenyl-7-(trifluoromethoxy)-quinazolin-2(1H)-one BrC=1C=C2C(=NC(N(C2=CC1OC(F)(F)F)C1=CC=CC=C1)=O)NCC1CC1